((3aS,4R,6S,6aS)-6-(4-aminopyrrolo[2,1-f][1,2,4]triazin-7-yl)-4-(fluoromethyl)-2,2-dimethyltetrahydrofuro[3,4-d][1,3]dioxol-4-yl)methanol NC1=NC=NN2C1=CC=C2[C@@H]2O[C@]([C@@H]1[C@H]2OC(O1)(C)C)(CF)CO